(3R,4R)-3-Hydroxy-4-((S)-5H-imidazo[5,1-a]isoindol-5-yl)-N-methylpiperidin-1-sulfonamid O[C@H]1CN(CC[C@@H]1[C@@H]1N2C(C3=CC=CC=C13)=CN=C2)S(=O)(=O)NC